C1(CC1)C1=CC(=NN1)NC1=NC(=NC=C1)N(C1CCC(CC1)NS(=O)(=O)C1CC(=CC1)C)C N-((1R,4R)-4-((4-((5-cyclopropyl-1H-pyrazol-3-yl)amino)pyrimidin-2-yl)(methyl)amino)cyclohexyl)-3-methylcyclopent-3-ene-1-sulfonamide